Methanesulfonic acid 2,2-difluoro-3-[3-fluoro-2,6-dimethyl-4-(4-methyl-6-oxo-4,5-dihydro-1H-pyridazine-3-yl) phenoxy]Propyl ester FC(COS(=O)(=O)C)(COC1=C(C(=C(C=C1C)C1=NNC(CC1C)=O)F)C)F